1-(2,2-difluoroethyl)-N-((3aR,5s,6aS)-2-(4-(trifluoromethyl)pyrimidin-5-yl)octahydrocyclopenta[c]pyrrol-5-yl)-1H-pyrazolo[3,4-b]pyrazin-6-amine FC(CN1N=CC=2C1=NC(=CN2)NC2C[C@@H]1[C@@H](CN(C1)C=1C(=NC=NC1)C(F)(F)F)C2)F